N[C@@H]1C2=CC=CC=C2CC12CCN(CC2)C=2C(=NC(=CN2)Br)C(=O)OC (S)-methyl 3-(1-amino-1,3-dihydrospiro[indene-2,4'-piperidine]-1'-yl)-6-bromopyrazine-2-carboxylate